C1(CC2C(CC1)O2)C(=O)[O-] 3,4-epoxycyclohexylcarboxylate